[Si](C)(C)(C(C)(C)C)OCC1=C(C=C(C=C1)C1(CN(C1)C(=O)OCC1=CC=CC=C1)O)OC benzyl 3-(4-(((tert-butyldimethylsilyl) oxy) methyl)-3-methoxyphenyl)-3-hydroxyazetidine-1-carboxylate